2-bromoacetyl-2-fluorobenzoic acid methyl ester COC(C1=C(C(=CC=C1)C(CBr)=O)F)=O